NC=1N=C(C2=C(N1)C(=CN(C2=O)CC2=CC=C(C=C2)CN2CCCC2)Cl)NCCCC 2-amino-4-(butylamino)-8-chloro-6-(4-(pyrrolidin-1-ylmethyl)benzyl)pyrido[4,3-d]pyrimidin-5(6H)-one